FC1=CC=C(C=C1)NC(CC(=O)OCC)=O Ethyl 3-{(4-fluorophenyl) amino}-3-oxopropionate